NC1(CCN(CC1)C1=C(OC(=C1)SC1=CC(=C(C=C1)Cl)Cl)C=O)C 4-amino-4-methylpiperidin-1-yl-5-(3,4-dichlorophenylthio)furan-2-methanone